FC1=C(C=CC=C1)C1=NN(C(=C1)C1[C@H]2CC(C[C@@H]12)N1CCOCCC1)C(C)C 4-((1R,3s,5S,6r)-6-(3-(2-fluorophenyl)-1-isopropyl-1H-pyrazol-5-yl)bicyclo[3.1.0]hexane-3-yl)-1,4-oxaazepane